C(C)OC(=O)C=1OC2=C(C1C)C=C(C=C2)S(NCCC2=CC=C(C=C2)NC)(=O)=O 3-methyl-5-(N-(4-(methylamino)phenethyl)sulfamoyl)benzofuran-2-carboxylic acid ethyl ester